ClC=1C=C2C=NC(=NC2=CC1C1CCN(CC1)C1COC1)NC=1C=NN(C1C)CC(C)(C)OC 6-chloro-N-[1-(2-methoxy-2-methylpropyl)-5-methyl-1H-pyrazol-4-yl]-7-[1-(oxetan-3-yl)piperidin-4-yl]quinazolin-2-amine